C(C)(C)(C)OC(=O)N1CC(C1)C12CC(C1)(C2)CC(=O)O 2-[3-(1-tert-butoxycarbonylazetidin-3-yl)-1-bicyclo[1.1.1]pentanyl]acetic Acid